methyl 3-(9-((4-(aminomethyl)-2-methylphenyl)carbamoyl)-4,5-dihydrobenzo[b]thieno[2,3-d]oxepin-8-yl)-6-(cyclopentylcarbamoyl)picolinate NCC1=CC(=C(C=C1)NC(=O)C1=CC2=C(OCCC3=C2SC=C3)C=C1C=1C(=NC(=CC1)C(NC1CCCC1)=O)C(=O)OC)C